C(C)(C)(C)OC(=O)N[C@@H](CC1=CC=CC=C1)C(=O)N[C@@H](CC1=CNC2=CC=CC=C12)C(=O)O N-t-butoxycarbonyl-phenylalanyl-tryptophan